C1(CC1)C1=CC(=CC(=N1)N1C=C(C=2C=C(NC2C1=O)C(C1=NC(=CC=C1)C)O)C#N)C1=C(C=C(C=C1)F)C1=NN=CN1C 6-{6-cyclopropyl-4-[4-fluoro-2-(4-methyl-4H-1,2,4-triazol-3-yl)phenyl]-2-pyridyl}-2-[hydroxy(6-methyl-2-pyridyl)methyl]-7-oxo-1,6-dihydro-1,6-diaza-4-indenecarbonitrile